BrC=1C(=NC(=NC1)Cl)NC1=C(C=C(C=C1)C1CC1)P(C)(C)=O (2-((5-bromo-2-chloropyrimidine-4-yl)amino)-5-cyclopropylphenyl)dimethylphosphine oxide